ClC=1C=NC(=NC1)OC=1C=CC=C2C=NN(C12)CCCC(F)(F)F 7-(5-chloropyrimidin-2-yl)oxy-1-(4,4,4-trifluorobutyl)indazole